COC(=O)C1=C(N(C(=CC1=O)CC1=CC(=CC=C1)Cl)CC)C1=CC(=C(C=C1)Cl)Cl 6-[(3-chlorophenyl)methyl]-2-(3,4-dichlorophenyl)-1-ethyl-4-oxo-pyridine-3-carboxylic acid methyl ester